(7S)-3-cyclopropyl-9-(2,6-difluorophenyl)-7-methyl-18-thia-2,4,5,8-tetrazatetracyclo[8.8.0.02,6.011,17]octadeca-1(10),3,5,8,11(17)-pentaene C1(CC1)C=1N2C=3SC=4CCCCCC4C3C(=N[C@H](C2=NN1)C)C1=C(C=CC=C1F)F